C1C2=CC=CC=C2ONC1=O benzoxazinone